C1(CCCCC1)NC(\C=C/C1=CC=CC=C1)=O (Z)-N-cyclohexyl-3-phenylacrylamide